C(CCCCCCC\C=C/C\C=C/CCCCC)(=O)SCCNC(CCNC([C@@H](C(COP(OP(OC[C@@H]1[C@H]([C@H]([C@@H](O1)N1C=NC=2C(N)=NC=NC12)O)OP(=O)(O)O)(=O)O)(=O)O)(C)C)O)=O)=O Linoleyl-CoA